methyl (R)-2-(3-((t-butoxycarbonyl) amino) butoxy)-5-fluorobenzoate C(C)(C)(C)OC(=O)N[C@@H](CCOC1=C(C(=O)OC)C=C(C=C1)F)C